COC1=CC=2N=CN=C(C2N=C1C1C(C1)(C(=O)N)C(F)(F)F)C=1C(=NN(C1)C)C1=CC=CC=C1 (7-methoxy-4-(1-methyl-3-phenyl-1H-pyrazol-4-yl)pyrido[3,2-d]pyrimidin-6-yl)-1-(trifluoromethyl)cyclopropane-1-carboxamide